4-((4-(tert-butoxycarbonyl)piperazin-1-yl)methyl)-2-(trifluoromethyl)benzeneFormic acid C(C)(C)(C)OC(=O)N1CCN(CC1)CC1=CC(=C(C=C1)C(=O)O)C(F)(F)F